[F-].F[B-](F)(F)F.[Li+] Lithium tetrafluoroborate fluoride